OC(=O)C(F)(F)F.O1N[C@@H](CC1)C=1C=C(C=NC1)N1C(CC1)=O 1-[5-[(3S)-Isoxazolidin-3-yl]-3-pyridyl]azetidin-2-one TFA salt